3-[[4-[2-amino-1-(4-trimethylsilylphenyl)ethoxy]-6-(2,6-dimethylphenyl)pyrimidin-2-yl]sulfamoyl]benzoic acid NCC(OC1=NC(=NC(=C1)C1=C(C=CC=C1C)C)NS(=O)(=O)C=1C=C(C(=O)O)C=CC1)C1=CC=C(C=C1)[Si](C)(C)C